4-(furan-2-ylmethyl)-N-(1H-indol-3-yl)-3-oxo-3,4-dihydro-2H-benzo[b][1,4]thiazine-6-carboxamide O1C(=CC=C1)CN1C2=C(SCC1=O)C=CC(=C2)C(=O)NC2=CNC1=CC=CC=C21